1-((2-methoxy-5-nitro-[1,1'-biphenyl]-3-yl)methyl)-1H-imidazole COC1=C(C=C(C=C1CN1C=NC=C1)[N+](=O)[O-])C1=CC=CC=C1